(+/-)-dichlorooctanoic acid ClC(C(=O)O)(CCCCCC)Cl